BrC1=C(C=C(C(=C1)C(C)(C)C)OC)CC(=O)NC1=CC(=NC=C1)C(=O)NC(C)(C)C 4-[[2-(2-Bromo-4-tert-butyl-5-methoxy-phenyl)acetyl]amino]-N-tert-butyl-pyridine-2-carboxamide